C(C1CO1)OC=1C=C(C=CC1OCC1CO1)C1(C2=CC=CC=C2C=2C=CC=CC12)C1=CC(=C(C=C1)OCC1CO1)OCC1CO1 9,9-bis(3,4-di(glycidoxy)phenyl)fluorene